(E)-methoxy-1-butyl-1-phenylurea CONC(N(C1=CC=CC=C1)CCCC)=O